[Ca].FC1=CC=C(C=C1)C=1N(C(=C(C1C1=CC=CC=C1)C(=O)NC1=CC=CC=C1)C(C)C)CCC(CC(CC(=O)O)O)O 7-[2-(4-fluorophenyl)-3-phenyl-4-(anilinoformyl)-5-(2-propyl)pyrrol-1-yl]-3,5-dihydroxyheptanoic acid calcium